C(CCCCCCC\C=C/CCCCCCCC)(=O)[O-].C(CCCCCCCCCCCCCCC)(=O)[O-].[Ho+2] holmium palmitat oleate